triethoxysilylmethylxylene thiosulfate S(=S)(=O)(O)O.C(C)O[Si](OCC)(OCC)CC1=C(C(=CC=C1)C)C